1-methyl-3,6-dihydro-2H-pyridine-5-carboxylic acid prop-2-ynyl ester C(C#C)OC(=O)C1=CCCN(C1)C